1-((trans)-3-cyanocyclobutyl)-1H-1,2,3-triazole C(#N)[C@@H]1C[C@H](C1)N1N=NC=C1